methyl 3-(5-{1-[(tert-butyldimethylsilyl) oxy] ethyl} thiophen-2-yl)-3-(3-{[(4-methoxybenzyl) oxy] methyl}-4-methylphenyl)-2,2-dimethylpropionate [Si](C)(C)(C(C)(C)C)OC(C)C1=CC=C(S1)C(C(C(=O)OC)(C)C)C1=CC(=C(C=C1)C)COCC1=CC=C(C=C1)OC